C(C)OC(=O)N1CCC(CC1)=C(C1=CC2=C(OCOC2)C=C1)C1=CC2=C(OCOC2)C=C1.O1COCC2=C1C=CC(=C2)C(=C2CCNCC2)C2=CC1=C(OCOC1)C=C2 4-(bis(4H-benzo[d][1,3]dioxin-6-yl)methylene)piperidine ethyl-4-(bis(4H-benzo[d][1,3]dioxin-6-yl)methylene)piperidine-1-carboxylate